4-oxo-4H-pyran O=C1C=COC=C1